7-(5-(bis(4-methoxybenzyl)amino)-3-chloro-2-(trifluoromethyl)phenyl)-2-(methylthio)-3,5,7,8-tetrahydro-4H-thiopyrano[4,3-d]pyrimidin-4-one COC1=CC=C(CN(C=2C=C(C(=C(C2)C2CC=3N=C(NC(C3CS2)=O)SC)C(F)(F)F)Cl)CC2=CC=C(C=C2)OC)C=C1